N1(CCOCC1)CC(C(=O)O)=C 2-[(morpholin-4-yl)methyl]prop-2-enoic acid